2-[1-[3-ethyl-7-[[6-(3-piperazin-1-ylpropoxy)-3-pyridyl]methylamino]pyrazolo[1,5-a]pyrimidin-5-yl]-2-piperidyl]ethanol C(C)C=1C=NN2C1N=C(C=C2NCC=2C=NC(=CC2)OCCCN2CCNCC2)N2C(CCCC2)CCO